5-(4-((6-butyramidopyridazin-4-yl)methyl)piperazin-1-yl)-N-methyl-6-(trifluoromethyl)picolinamide C(CCC)(=O)NC1=CC(=CN=N1)CN1CCN(CC1)C=1C=CC(=NC1C(F)(F)F)C(=O)NC